(Z)-3-phenyl-2-propen-1-ol C1(=CC=CC=C1)\C=C/CO